C(CCCCCCCCCCCCCCC)F.[Ni+2] nickel (II) hexadecyl fluoride